Cl.NC1(CCC1)CNC(=O)C1=CN(CCS1)C1=C2N=CNC2=NC=N1 N-((1-aminocyclobutyl)methyl)-4-(9H-purin-6-yl)-3,4-dihydro-2H-1,4-thiazine-6-carboxamide hydrochloride